(R)-(4,4-difluoropyrrolidin-2-yl)methanol FC1(C[C@@H](NC1)CO)F